BrC1=C(OC2=C(OCC(=O)OCC#N)C=CC=C2)C=C(C(=C1)F)N1C(N(C(=CC1=O)C(F)(F)F)C)=O Cyanomethyl (2-{2-bromo-4-fluoro-5-[3-methyl-2,6-dioxo-4-(trifluoromethyl)-3,6-dihydropyrimidin-1(2H)-yl]phenoxy}phenoxy)acetate